2-[[4-(2-phenoxyethoxy)phenoxy]methyl] ethylene oxide O(C1=CC=CC=C1)CCOC1=CC=C(OCC2CO2)C=C1